CC1=NC=CC(=C1C(=O)N1CC2C(C1)CN(C2)CC[C@@H](C2=CC=CC=C2)NC(=O)C2CN(C2)C(C)=O)C 1-Acetyl-azetidine-3-carboxylic acid {(S)-3-[5-(2,4-dimethyl-pyridine-3-carbonyl)-hexahydro-pyrrolo[3,4-c]pyrrol-2-yl]-1-phenyl-propyl}-amide